3-[({[8-methyl-2-(pyridin-2-ylmethyl)-4,5-dihydro-2H-furo[2,3-g]indazol-7-yl]carbonyl}amino)methyl]-1,2-oxazole-4-carboxylic acid CC1=C(OC=2CCC3=CN(N=C3C21)CC2=NC=CC=C2)C(=O)NCC2=NOC=C2C(=O)O